CN(CCC1=CNC2=CC=CC=C12)C 3-(2-Dimethylaminoethyl)-1H-indol